ethyl 4-[(cyclobutylamino)methyl]-1-methyl-pyrazole-3-carboxylate C1(CCC1)NCC=1C(=NN(C1)C)C(=O)OCC